N=1N(N=CC1)C1=C(C=CC=C1)C(=O)N1CCC2(OCCO2)CCC1C (2-(2H-1,2,3-Triazol-2-yl)phenyl)(9-methyl-1,4-dioxa-8-azaspiro[4.6]undecan-8-yl)methanone